CC1(CN(C1)C=1OC2=C(C=C(C=C2C(C1)=O)C)C(C)NC1=C(C(=O)O)C=CC=C1)C 2-[1-[2-(3,3-Dimethylazetidin-1-yl)-6-methyl-4-oxo-chromen-8-yl]ethylamino]benzoic acid